C(=O)(O)CCN1CCNCC1 N-carboxyethyl-piperazine